2-(3-tert-butoxypropoxy)-2-methyl-butane C(C)(C)(C)OCCCOC(C)(CC)C